ClC1=CC=C(C=C1)[C@H](C(F)(F)F)NS(=O)(=O)C=1C=NC=NC1 (R)-N-(1-(4-chlorophenyl)-2,2,2-trifluoroethyl)pyrimidine-5-sulfonamide